N-(2-ethoxy-5-fluoropyrimidin-4-yl)-6,6-dimethyl-5-{[1-(3,3,3-trifluoropropyl)piperidin-4-yl]carbonyl}-1,4,5,6-tetrahydropyrrolo[3,4-c]pyrazol-3-amine C(C)OC1=NC=C(C(=N1)NC=1C2=C(NN1)C(N(C2)C(=O)C2CCN(CC2)CCC(F)(F)F)(C)C)F